3-(2-(3-(benzyloxy)phenyl)-5-(pyrimidin-4-yl)phenyl)prop-2-enamide C(C1=CC=CC=C1)OC=1C=C(C=CC1)C1=C(C=C(C=C1)C1=NC=NC=C1)C=CC(=O)N